2-oxa-butylboric acid C(OCC)OB(O)O